butyl-phenylenediamine C(CCC)NC1=C(C=CC=C1)N